2,4(s)-Dimethylimidazole CC=1NC=C(N1)C